ClC1=CC=C(C=C1)C=1C=C(C(N(N1)C=1C=NC=CC1)=O)C(=O)N[C@H](C(F)(F)F)CO (-)-6-(4-chlorophenyl)-3-oxo-2-(pyridin-3-yl)-N-[(2S)-1,1,1-trifluoro-3-hydroxypropan-2-yl]-2,3-dihydropyridazine-4-carboxamide